OC(C)(C)C=1C=CC(=C(C1)C=1C2=C(C(N(C1)C)=O)NC=C2)OC2CCC(CC2)N2CC(C2)OC2CCNCC2 4-[5-(1-hydroxy-1-methyl-ethyl)-2-[4-[3-(4-piperidyloxy)azetidin-1-yl]cyclohexoxy]phenyl]-6-methyl-1H-pyrrolo[2,3-c]pyridin-7-one